4-isothiocyanatophenol N(=C=S)C1=CC=C(C=C1)O